cinnolinate N1=NC(=CC2=CC=CC=C12)C(=O)[O-]